FC1=CC2=C(N=C(S2)N)C=C1 6-fluoro-benzo[d]thiazol-2-amine